C1(=CC=CC=C1)NC[Si](OCC)(OCC)OCC N-PHENYLAMINOMETHYLTRIETHOXYSILANE